DG-glucose O=C[C@H](O)[C@@H](O)[C@H](O)[C@H](O)CO